2-[2-[[5-[3-(dimethylamino)propyl]-1,3-benzothiazol-2-yl]methylcarbamoyl]indan-2-yl]acetic acid CN(CCCC=1C=CC2=C(N=C(S2)CNC(=O)C2(CC3=CC=CC=C3C2)CC(=O)O)C1)C